3-benzyloxyaniline C(C1=CC=CC=C1)OC=1C=C(N)C=CC1